C1(CCCC1)C=1C=CC(=NC1)N 5-cyclopentyl-pyridin-2-amine